COC(C1CC2(C1)CCN(CC2)C2=CC=C1C=NN(C(C1=C2)=O)C2C(NC(CC2)=O)=O)OC 3-(7-(2-(dimethoxymethyl)-7-azaspiro[3.5]nonan-7-yl)-1-oxophthalazin-2(1H)-yl)piperidine-2,6-dione